3-[6-(2-thienyl)imidazo[1,2-a]pyrazin-3-yl]phenol S1C(=CC=C1)C=1N=CC=2N(C1)C(=CN2)C=2C=C(C=CC2)O